3-(3-((2-(2,6-dioxopiperidin-3-yl)-1,3-dioxoisoindol-4-yl)amino)propoxy)-N-methylpropanamide O=C1NC(CCC1N1C(C2=CC=CC(=C2C1=O)NCCCOCCC(=O)NC)=O)=O